carbene-rhodium C=[Rh]